C(C1=CC=CC=C1)OC=1C(=NC=NC1OCC1=CC=CC=C1)CN1C(N(C(C1)C1=CC=C(C=C1)C#CC#CC1CC(C1)O)C(C)C)=O 1-((5,6-bis(benzyloxy)pyrimidin-4-yl)methyl)-4-(4-(((1r,3r)-3-hydroxycyclobutyl)but-1,3-diyn-1-yl)phenyl)-3-isopropylimidazolidin-2-one